ClC1=C2C=CC=NC2=C(C=C1)OC(C(=O)OC)C(=O)OCC methyl ethyl (5-chloro-8-quinolyloxy)malonate